(Ra)-6-(4-Fluoro-1-((2-fluoro-[1,1'-biphenyl]-4-yl)methyl)-1H-indol-7-carboxamido)spiro-[3.3]heptan FC1=C2C=CN(C2=C(C=C1)C(=O)NC1CC2(CCC2)C1)CC1=CC(=C(C=C1)C1=CC=CC=C1)F